NC=1C2=C(N=CN1)N(C(=C2C2=CC(=C(C=C2)OC2=NC=CC(=C2)C)F)C2=CCC1(CCN(CC1)C(=O)OC(C)(C)C)CC2)C tert-butyl 9-(4-amino-5-(3-fluoro-4-((4-methylpyridin-2-yl)oxy)phenyl)-7-methyl-7H-pyrrolo[2,3-d]pyrimidin-6-yl)-3-azaspiro[5.5]undec-8-ene-3-carboxylate